7-keto-6-methyl-4,5-dihydro-1H-pyrrolo[2,3-c]pyridine-3-sulfonyl chloride O=C1N(CCC2=C1NC=C2S(=O)(=O)Cl)C